C1(CCCC1)NCC(=O)NN 2-(cyclopentylamino)acethydrazide